OC[C@H](C1=CC=CC=C1)NC1=NC(=NC=C1C1=NNC(=N1)C)NC1=CC=C2CC(NC(C2=C1)=O)(C)C 7-[[4-[[(1S)-2-hydroxy-1-phenyl-ethyl]amino]-5-(5-methyl-1H-1,2,4-triazol-3-yl)pyrimidin-2-yl]amino]-3,3-dimethyl-2,4-dihydroisoquinolin-1-one